BrC(C(=O)OCC)C1=C(C(=CC(=C1)C1(CC1)OC)F)OC ethyl 2-bromo-2-(3-fluoro-2-methoxy-5-(1-methoxycyclopropyl)phenyl)acetate